FC1=CC=C(C=C1)C=1C(=NC2=CC(=CC(=C2C1)C(C)NC1=C(C(=O)O)C=CC=C1)C)C=1C=NNC1 2-((1-(3-(4-fluorophenyl)-7-methyl-2-(1H-pyrazol-4-yl)quinolin-5-yl)ethyl)amino)benzoic acid